NC=1C=CC(=C2CN(C(C12)=O)CC(C#N)=C)C1=NNC2=NC=CC=C21 2-[(7-amino-1-oxo-4-{1H-pyrazolo[3,4-b]pyridin-3-yl}-2,3-dihydro-1H-isoindol-2-yl)methyl]prop-2-enenitrile